COC(\C=C(\C)/C1=CC=C(C=C1)N1CCN(CC1)C(=O)O)=O (Z)-4-(4-(4-methoxy-4-oxobut-2-en-2-yl)phenyl)piperazine-1-carboxylic acid